C(C)(C)(C)N1C[C@H]([C@@H](C1)C1=CC=C(C=C1)Cl)C(=O)N1C[C@H](C[C@H]1C(=O)N1CCOCC1)N(C(CC)=O)C1CCC(CC1)C N-((3S,5S)-1-((3S,4R)-1-(tert-butyl)-4-(4-chlorophenyl)pyrrolidin-3-carbonyl)-5-(morpholin-4-carbonyl)pyrrolidin-3-yl)-N-((1s,4R)-4-methylcyclohexyl)propanamide